OC=1C=CC(=C(C=O)C1)B1OC(C(O1)(C)C)(C)C 5-hydroxy-2-(4,4,5,5-tetramethyl-1,3,2-dioxaborolan-2-yl)-benzaldehyde